F[C].[Na] Sodium fluorocarbon